2-Benzothiazolyl-thioacetic acid S1C(=NC2=C1C=CC=C2)CC(=S)O